(2r,3s,4r,5r)-5-(4-amino-7H-pyrrolo[2,3-d]pyrimidin-7-yl)-2-(((2-aminoquinolin-7-yl)oxy)methyl)-3-methyltetrahydrofuran-3,4-diol NC=1C2=C(N=CN1)N(C=C2)[C@H]2[C@@H]([C@@]([C@H](O2)COC2=CC=C1C=CC(=NC1=C2)N)(O)C)O